2-METHYL-6-METHOXYPYRIDINE-3-BORONIC ACID CC1=NC(=CC=C1B(O)O)OC